C(#N)C1=C(OC=2C(=C3C(N(C=NC3=CC2)[C@H]2COC3(C2)CCNCC3)=O)C)C(=CC=C1NS(N(C)CC)(=O)=O)F (3R)-3-[6-[2-cyano-3-[[ethyl(methyl)sulfamoyl]amino]-6-fluoro-phenoxy]-5-methyl-4-oxo-quinazolin-3-yl]-1-oxa-8-azaspiro[4.5]decane